(5R)-3-{4-[(3-chloro-5-fluorophenyl)oxy]phenyl}-5-methyl-2,4-imidazolidinedione ClC=1C=C(C=C(C1)F)OC1=CC=C(C=C1)N1C(N[C@@H](C1=O)C)=O